FC1=C(C(=CC=C1C)OC)B(O)O (2-fluoro-6-methoxy-3-methylphenyl)boronic acid